(1R)-N-((S)-1-(5-(2-Methoxychinolin-3-yl)-1H-imidazol-2-yl)-7-oxononyl)-5-azaspiro[2.5]octan-1-carboxamid COC1=NC2=CC=CC=C2C=C1C1=CN=C(N1)[C@H](CCCCCC(CC)=O)NC(=O)[C@@H]1CC12CNCCC2